C1(CCC1)CC1=CC=C2C(=N1)NC=C2C2=CC=1N(C=C2)N=CC1C=1C=NN(C1)C 6-(cyclobutylmethyl)-3-(3-(1-methyl-1H-pyrazol-4-yl)pyrazolo[1,5-a]pyridin-5-yl)-1H-pyrrolo[2,3-b]pyridine